4-methyl-5-(2-((5-(piperazin-1-yl)pyridin-2-yl)amino)pyrimidin-4-yl)thiazol-2(3H)-one CC=1NC(SC1C1=NC(=NC=C1)NC1=NC=C(C=C1)N1CCNCC1)=O